C1(CC1)C1=CC(=C(C=C1)C1CN(C1)C(=O)N1CC2(C1)CC(C2)N2N=C(N=C2)C2CC2)F [3-(4-cyclopropyl-2-fluoro-phenyl)azetidin-1-yl]-[6-(3-cyclopropyl-1,2,4-triazol-1-yl)-2-azaspiro[3.3]heptan-2-yl]methanone